C(C=C)N1C(C=2N=C(N=CC2C1=O)NC1=NC=C(C(=C1)N[C@H](CO)C1=CC=CC=C1)C1=NC(=NO1)N1CCOCC1)(C)C (S)-6-allyl-2-((4-((2-hydroxy-1-phenylethyl)amino)-5-(3-morpholino-1,2,4-oxadiazol-5-yl)pyridin-2-yl)amino)-7,7-dimethyl-6,7-dihydro-5H-pyrrolo[3,4-d]pyrimidin-5-one